2-fluoro-6-(2,3,5-trimethoxyanilino)-9-(tetrahydrofuran-2-yl)-9H-purine FC1=NC(=C2N=CN(C2=N1)C1OCCC1)NC1=C(C(=CC(=C1)OC)OC)OC